FC1=CC=C(C=C1)C1=NC(=CC(=C1)C1(CN(CC1)C(=O)OCC1=CC=CC=C1)C)C(CNC(=O)C1=CC(=NN1C)C=1N=CSC1)(C)O benzyl 3-(2-(4-fluorophenyl)-6-(2-hydroxy-1-(1-methyl-3-(thiazol-4-yl)-1H-pyrazole-5-carboxamido)propan-2-yl)pyridin-4-yl)-3-methylpyrrolidine-1-carboxylate